4-amino-2,3-dihydro-1H-cyclopenta[c]quinoline-8-carboxylic acid NC1=NC=2C=CC(=CC2C2=C1CCC2)C(=O)O